N-(4-methoxybenzyl)-1,1-diphenylmethanimine COC1=CC=C(CN=C(C2=CC=CC=C2)C2=CC=CC=C2)C=C1